1,6-bis(3-chlorophenyl)hexane ClC=1C=C(C=CC1)CCCCCCC1=CC(=CC=C1)Cl